2,4-Difluoro-6-isopropoxy-benzoic acid methyl ester COC(C1=C(C=C(C=C1OC(C)C)F)F)=O